aluminum iso-propoxide CC([O-])C.[Al+3].CC([O-])C.CC([O-])C